C(C1=CC=CC=C1)N1N=C2C(=C1)CN(C2)C2=NC1=C(C=C(C=C1C(N2C)=O)C)[C@@H](C)NC=2C(=NC(=CC2)Cl)C(=O)NS(=O)(=O)C (R)-3-((1-(2-(2-benzyl-2,6-dihydropyrrolo[3,4-c]pyrazol-5(4H)-yl)-3,6-dimethyl-4-oxo-3,4-dihydroquinazolin-8-yl)ethyl)amino)-6-chloro-N-(methylsulfonyl)picolinamide